[6-(6-isopropylsulfanyl-pyridin-2-yl)-1-oxo-3,4-dihydro-1H-isoquinolin-2-yl]-acetic acid C(C)(C)SC1=CC=CC(=N1)C=1C=C2CCN(C(C2=CC1)=O)CC(=O)O